methyl 4-(((1r,4r)-4-(3-(4-(trifluoromethoxy)phenyl) ureido)cyclohexyl)oxy)benzoate FC(OC1=CC=C(C=C1)NC(NC1CCC(CC1)OC1=CC=C(C(=O)OC)C=C1)=O)(F)F